N-(4-(tert-butoxy)pyridin-3-yl)-2-(1H-imidazol-1-yl)isonicotinamide C(C)(C)(C)OC1=C(C=NC=C1)NC(C1=CC(=NC=C1)N1C=NC=C1)=O